ClC1=CC(=C(C=C1)[C@@]1(OC2=C(O1)C=CC=C2C2=CC=C(CC1=NC3=C(N1C[C@H]1OCC1)C=C(C=C3)C(=O)O)C=C2)C)F 2-(4-((S)-2-(4-chloro-2-fluorophenyl)-2-methylbenzo[d][1,3]dioxol-4-yl)benzyl)-1-(((S)-oxetan-2-yl)methyl)-1H-benzo[d]imidazole-6-carboxylic acid